CC1=NNC2=NC=C(C=C21)C 3,5-dimethyl-1H-pyrazolo[3,4-b]pyridine